C(C)(C)(C)OC(=O)NC1=NC(=C(C(=N1)OC)C(=O)OC)C=C Methyl 2-((tert-butoxycarbonyl)amino)-4-methoxy-6-vinylpyrimidine-5-carboxylate